CC=1N(C=C(C1C(=O)OC(C)C1=NC(=NC(=C1)N1CC2(C=3C=NC(=CC31)Cl)CC2)C(C)(F)F)C2=CC(=CC=C2)OC)C 1-(6-(6'-chlorospiro[cyclopropane-1,3'-pyrrolo[3,2-c]pyridin]-1'(2'h)-yl)-2-(1,1-difluoroethyl)pyrimidin-4-yl)ethan-1-ol methyl-1-methyl-4-(3-(methoxy)phenyl)-1H-pyrrole-3-carboxylate